5-bromo-N,N-dimethyl-1-((2-(trimethylsilyl)ethoxy)methyl)-1H-1,2,4-triazole-3-carboxamide BrC1=NC(=NN1COCC[Si](C)(C)C)C(=O)N(C)C